C1(CC1)NC(=O)C1=C(C2=NC=CC=C2N1CC=C)C1=CC=C(C=C1)C N-cyclopropyl-3-(4-methylphenyl)-1-(prop-2-en-1-yl)-1H-pyrrolo[3,2-b]pyridine-2-carboxamide